2-methyltetraHydrofuran CC1OCCC1